(R)-3-[2-[3-(4-Aminopteridin-6-yl)phenyl]ethynyl]-3-hydroxy-1-methylpyrrolidin-2-one NC1=NC=NC2=NC=C(N=C12)C=1C=C(C=CC1)C#C[C@]1(C(N(CC1)C)=O)O